ClC=1C=CC=C2C=CC=C(C12)N1CC=2N=C(N=C(C2CC1)N1C[C@@H](N(CC1)C(C=C)=O)CC#N)OC[C@H]1NCCC1 [(2S)-4-[7-(8-chloro-1-naphthyl)-2-[[(2S)-pyrrolidin-2-yl]methoxy]-6,8-dihydro-5H-pyrido[3,4-d]pyrimidin-4-yl]-1-prop-2-enoyl-piperazin-2-yl]acetonitrile